5-fluoro-1,4-dihydro-2H-benzo[d][1,3]oxazin-2-one FC1=CC=CC=2NC(OCC21)=O